3-HYDROXY-2,4-DIMETHYLPENTANOIC ACID OC(C(C(=O)O)C)C(C)C